N1(CCCCC1)C1CCN(CC1)C1=C(C=C(C=N1)C1=CC=2C3=C(C=NC2C=C1)N(C(C31CCC1)=O)C)NS(N(C)CC)(=O)=O 8'-(6-{[1,4'-Bipiperidine]-1'-yl}-5-[(ethyl(methyl)sulfamoyl)amino]pyridin-3-yl)-3'-methyl-2',3'-dihydrospiro[cyclobutane-1,1'-pyrrolo[2,3-c]quinoline]-2'-one